(3β,5α,22β,25S)-spirosolan-3-ol C[C@H]1CC[C@]2([C@H]([C@H]3[C@@H](O2)C[C@@H]4[C@@]3(CC[C@H]5[C@H]4CC[C@@H]6[C@@]5(CC[C@@H](C6)O)C)C)C)NC1